para-decyl-styrene ethyl-N-(4-fluorobenzyl)-P-((7-(5-(trifluoromethyl)-1,2,4-oxadiazol-3-yl)imidazo[1,2-a]pyridin-2-yl)methyl)phosphonamidate C(C)OP(=O)(NCC1=CC=C(C=C1)F)CC=1N=C2N(C=CC(=C2)C2=NOC(=N2)C(F)(F)F)C1.C(CCCCCCCCC)C1=CC=C(C=C)C=C1